C(C(C)(C)C)(=O)OC(CCCCCCCCCCC)CCCCCCC heptyldodecyl neopentanoate